4-Amino-2,6-dichloro-5-fluoronicotinic acid hydrochloride Cl.NC1=C(C(=NC(=C1C(=O)O)Cl)Cl)F